C(C1=CC=CC=C1)(=O)OC1=C(C=CC=C1)S(=O)(=O)[O-] benzoyloxybenzenesulphonate